O[C@H](CCC(=O)N)C1=CC=C(C=C1)F (R)-4-hydroxy-4-(4-fluorophenyl)butanamide